Benzhydryl disulfide C(C1=CC=CC=C1)(C1=CC=CC=C1)SSC(C1=CC=CC=C1)C1=CC=CC=C1